C(CCC)[N+](CCCC)(CCCC)CCCC tetra(1-butyl)-ammonium